F[C@H]1CNCC[C@@H]1N1N=CC(=C1)C1=NC2=C(C(=CC=C2N=C1)OC=1C=CC2=C(NC(=N2)C)C1)C (1-((3S,4S)-3-fluoropiperidin-4-yl)-1H-pyrazol-4-yl)-8-methyl-7-((2-methyl-1H-benzo[d]imidazol-6-yl)oxy)quinoxaline